C(C)NS(=O)(=O)C(C(C(C(C(C(C(C(F)(F)F)(F)F)(F)F)(F)F)(F)F)(F)F)(F)F)(F)F N-ethyl-perfluoron-octyl-sulfonamide